NC1CCC(CC1)N(C)CC1CCN(CC1)C1=CC=C(NC2C(NC(CC2)=O)=O)C=C1 3-[4-[4-[[(4-aminocyclohexyl)-methyl-amino]methyl]-1-piperidyl]anilino]piperidine-2,6-dione